C(\C=C\C=C\C(=O)[O-])(=O)[O-].[Li+].[Li+] lithium muconate